N-propargyloxy-4-propargyl-4-biphenylsulfonamide C(C#C)ONS(=O)(=O)C1(CC=C(C=C1)C1=CC=CC=C1)CC#C